C1(CCCCCCC1)C(C(NC=1C=C2C(=NC1)C1(CCOCC1)C(N2)=O)=O)NC(=O)C=2N(N=CC2)C N-{1-cyclooctyl-2-oxo-2-[(2-oxospiro[1H-pyrrolo[3,2-b]pyridin-3,4'-tetrahydropyran]-6-yl)amino]ethyl}-2-methylpyrazole-3-carboxamide